C12C(CC(C(C1)CO)C2)CO bicyclo[2.2.1]Heptane-2,5-dimethanol